C1(CCCCC1)CN1C(C(=CC2=C1N=C(N=C2)NC2CCN(CC2)S(=O)(=O)C)C#N)=O 8-(cyclohexylmethyl)-2-((1-(methylsulfonyl)piperidin-4-yl)amino)-7-oxo-7,8-dihydropyrido[2,3-d]pyrimidine-6-carbonitrile